(1-bromo-7-chloro-3-(3,4-difluorophenyl)imidazo[1,5-a]pyridin-8-yl)methanol tert-butyl-3-(benzyloxycarbonylamino)azetidine-1-carboxylate C(C)(C)(C)C1N(CC1NC(=O)OCC1=CC=CC=C1)C(=O)OCC=1C=2N(C=CC1Cl)C(=NC2Br)C2=CC(=C(C=C2)F)F